(1-(fluoromethyl)cyclopropyl)-4-hydroxy-2-methylpyrido[4,3-d]pyrimidin-7(6H)-one FCC1(CC1)C=1NC(C=C2N=C(N=C(C21)O)C)=O